tert-butyl 4-((4-(imidazo[1,2-a]pyridin-6-yloxy)-3-methylphenyl)amino)-5,8-dihydropyrido[4',3':4,5]thieno[2,3-d]pyrimidine-7(6H)-carboxylate N=1C=CN2C1C=CC(=C2)OC2=C(C=C(C=C2)NC=2C1=C(N=CN2)SC2=C1CCN(C2)C(=O)OC(C)(C)C)C